C(C(=O)[O-])(=O)[O-].[Li+].[Li+] lithium monooxalate